CN1C=NC2=C1C=C(C=C2)S(=O)(=O)N[C@@H](C(F)(F)F)C2=CC=C(C=C2)F (R)-1-methyl-N-(2,2,2-trifluoro-1-(4-fluorophenyl)ethyl)-1H-benzo[d]imidazole-6-sulfonamide